C(C1=CC=CC=C1)OC1=C(C(C(C1CC(C)=NOC)C)=O)C1=C(C=C(C=C1C)C)C 3-(benzyloxy)-2-(2,4,6-trimethylphenyl)-4-{2-(methoxyimino)propyl}-5-methylcyclopent-2-enone